CN1CNCC1=O 3-methyl-4-oxoimidazolidin